2-[[13-bromo-5-chloro-8-(2,6-difluorophenyl)-3,4,7,9,12-pentazatricyclo[8.4.0.02,6]tetradeca-1(10),2(6),4,7,11,13-hexaen-3-yl]methoxy]ethyl-trimethyl-silane BrC=1N=CC=2NC(=NC=3C(=NN(C3C2C1)COCC[Si](C)(C)C)Cl)C1=C(C=CC=C1F)F